N-(8'-(difluoromethoxy)-4'H-spiro[cyclopropane-1,5'-naphtho[2,1-d]isoxazol]-3'-yl)-2,4-dimethoxypyridine-3-sulfonamide FC(OC1=CC=C2C3(CC=4C(=NOC4C2=C1)NS(=O)(=O)C=1C(=NC=CC1OC)OC)CC3)F